5-methylazirino(2',3':3,4)pyrrolo(1,2-a)indole-4,7-dione CC1=CC(C=2C=C3N(C2C1=O)C=C1C3=N1)=O